C1(=CCCC1)C1=CC(=C2C=NC(=NN21)N[C@H]2[C@@H](CN(CC2)C(=O)OC(C)(C)C)F)F tert-butyl (3R,4R)-4-{[7-(cyclopent-1-en-1-yl)-5-fluoropyrrolo[2,1-f][1,2,4]triazin-2-yl]amino}-3-fluoropiperidine-1-carboxylate